C1(CC1)S(=O)(=O)N1CCN(CC1)C(CN1C(=CC2=C(C(=CC=C12)C=O)C)C#N)C 1-(2-(4-(Cyclopropylsulfonyl)piperazin-1-yl)propyl)-5-formyl-4-methyl-1H-indole-2-carbonitrile